BrC(=C)C1=CC=CC=C1 α-bromostyren